N[C@@H](CCCCN)C(=O)O.C(C=C)N1CN(C=C1)C 1-allyl-3-methylimidazole lysine salt